C(C=C)(=O)O.C(O)C(CC)(CO)CO.C(O)C(CC)(CO)CO bis(trimethylolpropane) acrylate